N-methyl-N-oleoyl-aminoethanesulfonic acid sodium salt [Na+].CN(C(CCCCCCC\C=C/CCCCCCCC)=O)C(C)S(=O)(=O)[O-]